FC(C(=O)O)(F)F.C1(CC1)C=1C(=NC(=NC1)NC=1C=NN(C1)C)NC=1C=C(C=CC1F)NC(C=C)=O N-(3-((5-cyclopropyl-2-((1-methyl-1H-pyrazol-4-yl)amino)pyrimidin-4-yl)amino)-4-fluorophenyl)acrylamide trifluoroacetate